N1(CCNCC1)C(=O)C1=CC=NC=C1 piperazin-1-yl(pyridin-4-yl)methanone